(tert-butyldimethylsilyl)oxymethyl-2-cyclopenten-1-one [Si](C)(C)(C(C)(C)C)OCC=1C(CCC1)=O